5-{2-Acetaminoimidazo[1,2-b]pyridazin-6-yl}-N-{1-[1-(4-fluorophenyl)ethyl]-1H-pyrazol-4-yl}-2-methylpyridine-3-carboxamide N(C(=O)C)C=1N=C2N(N=C(C=C2)C=2C=C(C(=NC2)C)C(=O)NC=2C=NN(C2)C(C)C2=CC=C(C=C2)F)C1